Cl.N1=CC(=CC=C1)CCC1=CC=C(S1)\C=N/O (Z)-5-(2-(pyridin-3-yl)ethyl)thiophene-2-carbaldehyde oxime hydrochloride